FC(C1=NC(=NO1)C1=CC=C(S1)C(C)N1N=CC(=C1)C(=O)OCC)(F)F ethyl 1-[1-[5-[5-(trifluoromethyl)-1,2,4-oxadiazol-3-yl]-2-thienyl]ethyl]pyrazole-4-carboxylate